C(C)(C)(C)OC1=NC(=NC2=C(C(=C(C=C12)Cl)C1=C(C(=CC(=N1)N(CC1=CC=C(C=C1)OC)CC1=CC=C(C=C1)OC)C)C(F)(F)F)F)S(=O)(=O)C 6-(4-(tert-butoxy)-6-chloro-8-fluoro-2-(methylsulfonyl)quinazolin-7-yl)-N,N-bis(4-methoxybenzyl)-4-methyl-5-(trifluoromethyl)pyridin-2-amine